C1(=CC=CC=C1)C1=NC(=NC(=N1)C1=CC=CC=C1)C1=CC2=CC=CC(=C2C=C1)B1OC(C(O1)(C)C)(C)C 2,4-diphenyl-6-(5-(4,4,5,5-tetramethyl-1,3,2-dioxaborolan-2-yl)naphthalen-2-yl)-1,3,5-triazine